(2-(difluoromethyl)-6-methylphenyl)ethan-1-one FC(C1=C(C(=CC=C1)C)C(C)=O)F